4-bromo-3-[3-(bromomethyl)benzyloxy]thiophene-2-carboxylic acid methyl ester COC(=O)C=1SC=C(C1OCC1=CC(=CC=C1)CBr)Br